ClC=1N(C(C=2N(C(=NC2N1)C=1C=NN(C1)CC1=CC(=CC=C1)C(F)(F)F)COC)=O)CCC 2-Chloro-7-methoxymethyl-1-propyl-8-[1-(3-trifluoromethyl-benzyl)-1H-pyrazol-4-yl]-1,7-dihydro-purin-6-one